5-(n-pentyl)-7-oxo-bicyclo[2.2.1]Hept-2-ene C(CCCC)C1C2C=CC(C1)C2=O